(1R,3S,7R,8R,10S,13R)-5-prop-2-enoxy-5,7,9,9,13-pentamethyl-4,6-dioxatetracyclo[6.5.1.01,10.03,7]tetradecane C(C=C)OC1(O[C@H]2C[C@@]34[C@H](C([C@H]([C@]2(O1)C)C4)(C)C)CC[C@H]3C)C